2-(difluoromethoxy)-6-(pyrimidin-2-yl)benzoic acid FC(OC1=C(C(=O)O)C(=CC=C1)C1=NC=CC=N1)F